N-{(1R)-1-[3-(1H-indol-5-yl)-phenyl]ethyl}-6,7-dimethoxy-2-methylquinazolin-4-amine N1C=CC2=CC(=CC=C12)C=1C=C(C=CC1)[C@@H](C)NC1=NC(=NC2=CC(=C(C=C12)OC)OC)C